1-((2-(2-(cyclopropanesulfonylamino)-2-oxoethyl)-6-(trifluoromethyl)pyridin-3-yl)methyl)-1,8-diazaspiro[4.5]Decane-8-carboxylic acid tert-butyl ester C(C)(C)(C)OC(=O)N1CCC2(CCCN2CC=2C(=NC(=CC2)C(F)(F)F)CC(=O)NS(=O)(=O)C2CC2)CC1